6-(1-methyl-1H-indazol-6-yl)-N-((R)-1-phenylethyl)-2,3,4,9-tetrahydro-1H-carbazol-1-amine CN1N=CC2=CC=C(C=C12)C=1C=C2C=3CCCC(C3NC2=CC1)N[C@H](C)C1=CC=CC=C1